CN(CCN1CCN(CC1)C1=C(C=C(C(=C1)OC)NC1=NC=NC(=C1)N1OCC[C@@H]1C=1C=NC(=CC1)C)NC(C=C)=O)C N-(2-(4-(2-(dimethylamino)ethyl)piperazine-1-yl)-4-methoxy-5-((6-((R)-3-(6-methylpyridine-3-yl)isoxazolidine-2-yl)pyrimidine-4-yl)amino)-phenyl)acrylamide